2,5-dioxopyrrolidin-1-yl 7-((2-(2,6-dioxopiperidin-3-yl)-1,3-dioxoisoindolin-4-yl)amino)heptanoate O=C1NC(CCC1N1C(C2=CC=CC(=C2C1=O)NCCCCCCC(=O)ON1C(CCC1=O)=O)=O)=O